C1(CCCCC1)C1=NN(C2=NC(=NC=C12)C1=C(C(=O)O)C=CC=C1)C (cyclohexyl-1-methyl-1H-1,2,5,7-tetraazainden-6-yl)benzoic acid